OC1=CC(=C(C=C1)C=1SC(=CC1C#N)C1=C(C=C(C=C1)O)Cl)Cl 2,5-bis(4-hydroxy-2-chlorophenyl)thiophene-3-carbonitrile